OC(C(=O)N)(CCC1=C(OC(=C(O1)C)C)C)C 2-hydroxy-2-methyl-4-(2,4,5-trimethyl-3,6-dioxacyclohexa-1,4-dienyl)butanamide